N1N=NN=C1C1=C(C=CC=C1)NC(=O)C1=CC(=C(C(=O)O)C=C1O)O 4-(2-(1H-tetrazol-5-yl)phenylaminocarbonyl)-2,5-dihydroxybenzoic acid